OCCOC1=C(C=C(C=C1)C1(C2=CC=CC=C2C=2C=CC=CC12)C1=CC(=C(C=C1)OCCO)C(C)(C)C)C(C)(C)C 9,9-bis(4-(2-hydroxyethoxy)-3-t-butylphenyl)fluorene